BrC=1C2=C(C(=NC1)OC)NNN2C(C)C 7-bromo-1-isopropyl-4-methoxy-3H-[1,2,3]Triazolo[4,5-c]Pyridine